3-[2-[2-(Trifluoromethoxy)phenyl]ethynyl]azetidine FC(OC1=C(C=CC=C1)C#CC1CNC1)(F)F